C(C)C=1C(=C(SC1C(=O)[O-])C(=O)[O-])CC diethyl-2,5-thiophenedicarboxylate